(1-Methyl-1,2-ethanediyl)bis[oxy(methyl-2,1-ethanediyl)]diacrylat CC(COCC(C)C=CC(=O)[O-])OCC(C)C=CC(=O)[O-]